FCC[C@@H](C)N1N=NC(=C1)C(=O)NCC=1SC(=NN1)C1=CC=CC=C1 (R)-1-(4-fluorobutan-2-yl)-N-((5-phenyl-1,3,4-thiadiazol-2-yl)methyl)-1H-1,2,3-triazole-4-carboxamide